FC(OC1=C(C=C(C=C1)OC(F)F)C1=NN(C=C1NC(=O)C=1C=NN2C1N=CC=C2)CC=2N=NN(N2)C2CNCC2)F N-[3-[2,5-bis(difluoromethoxy)phenyl]-1-[(2-pyrrolidin-3-yltetrazol-5-yl)methyl]pyrazol-4-yl]pyrazolo[1,5-a]pyrimidine-3-carboxamide